potassium undecanate C(CCCCCCCCCC)(=O)[O-].[K+]